BrC1=C(C=C2C(=NC(=NC2=C1)C)O)N1CCC2(COC2)CC1 7-bromo-2-methyl-6-(2-oxa-7-azaSpiro[3.5]nonan-7-yl)quinazolin-4-ol